tert-Butyl 7-fluoro-7-phenyl-2-azaspiro[3.5]nonane-2-carboxylate FC1(CCC2(CN(C2)C(=O)OC(C)(C)C)CC1)C1=CC=CC=C1